CS(=O)(=O)NC=1C=C(C2=CC=CC=C2C1)CC1=C(C=CC2=CC=CC=C12)NS(=O)(=O)C N-(1-((3-(methylsulfonamido)naphthalen-1-yl)methyl)naphthalen-2-yl)methanesulfonamide